(+/-)-methyl 4-(((3S,4R)-3-fluoro-1-methylpiperidin-4-yl)amino)-1-(2,2,2-trifluoroethyl)-1H-indole-2-carboxylate F[C@H]1CN(CC[C@H]1NC1=C2C=C(N(C2=CC=C1)CC(F)(F)F)C(=O)OC)C |r|